(R)-N-(1-cyclobutylpiperidin-3-yl)-2-(8-cyclopropyl-5-oxothieno[3',2':4,5]pyrrolo[1,2-d][1,2,4]triazin-6(5H)-yl)acetamide C1(CCC1)N1C[C@@H](CCC1)NC(CN1N=C(N2C(C1=O)=CC1=C2SC=C1)C1CC1)=O